tert-butyl (3aR,6aS)-2-(3-hydroxy-4-nitrophenyl)-1,3,3a,4,6,6a-hexahydropyrrolo[3,4-c]pyrrole-5-carboxylate OC=1C=C(C=CC1[N+](=O)[O-])N1C[C@H]2CN(C[C@H]2C1)C(=O)OC(C)(C)C